6-amino-5-(4-(tert-butoxycarbonyl)piperazin-1-yl)pyridazin-3-carboxylic acid methyl ester COC(=O)C=1N=NC(=C(C1)N1CCN(CC1)C(=O)OC(C)(C)C)N